FC(CN1C(=NC=2C(=NC=CC21)C2=CC(=C(C=C2)C(=O)N2CCOCCC2)F)C(F)(F)F)F (4-(1-(2,2-Difluoroethyl)-2-(trifluoromethyl)-1H-imidazo[4,5-c]pyridin-4-yl)-2-fluorophenyl)-(1,4-oxazepan-4-yl)methanon